C(CC(O)(C(=O)[O-])CC(=O)OCC(CCCC)CC)(=O)OC(C)=O acetyl (2-ethylhexyl) citrate